BrCCCCCCCCCC(=O)NC(C(=O)N1[C@@H](C[C@@H](C1)O)C(=O)N[C@@H](C)C1=CC=C(C=C1)C1=C(N=CS1)C)C(C)(C)C (2S,4S)-1-(2-(10-bromodecanoylamino)-3,3-dimethylbutyryl)-4-hydroxy-N-((S)-1-(4-(4-methylthiazol-5-yl)phenyl)ethyl)pyrrolidine-2-carboxamide